N-(4-(1-(7-(4,4-difluoropiperidin-1-yl)furo[2,3-c]pyridin-5-yl)-1H-1,2,3-triazol-4-yl)-3-(6-azaspiro[2.5]oct-6-yl)phenyl)-2-hydroxyethane-1-sulfonamide FC1(CCN(CC1)C=1N=C(C=C2C1OC=C2)N2N=NC(=C2)C2=C(C=C(C=C2)NS(=O)(=O)CCO)N2CCC1(CC1)CC2)F